C(C=C\C=C/C=C\C=C\C=C/CCCCCCCC)=O 4Z,7Z,10Z,13Z,16Z-nonadecapentaenal